O(C1=CC=CC=C1)NP(=O)(N)N phenoxy-phosphoramide